5,5'-((3-((4-hydroxybutyl)(5-oxo-5-(tridecyloxy)pentyl)amino)propyl)azepinediyl)bispentanoate OCCCCN(CCCC=1C(=C(NC=CC1)CCCCC(=O)[O-])CCCCC(=O)[O-])CCCCC(OCCCCCCCCCCCCC)=O